C(=O)O.N1=CC=C2N1C=CC=C2O pyrazolo[1,5-a]pyridin-4-ol formate salt